C1(CC1)S(=O)(=O)NC1=NC=CC(=N1)C(C(=O)NC1=NC=C(C=C1)C1=NC(=CN=C1)OC(C)C)CC 2-(2-(cyclopropanesulfonamido)pyrimidin-4-yl)-N-(5-(6-isopropoxypyrazin-2-yl)pyridin-2-yl)butanamide